Methyl (S)-2-(chloromethyl)-4-(2-fluoroethoxy)-1-(oxetan-2-ylmethyl)-1H-benzo[d]imidazole-6-carboxylate ClCC1=NC2=C(N1C[C@H]1OCC1)C=C(C=C2OCCF)C(=O)OC